4-(2-(2-(furan-3-yl)pyrimidin-4-yl)pyrido[3,2-d]pyrimidin-4-yl)morpholine O1C=C(C=C1)C1=NC=CC(=N1)C=1N=C(C2=C(N1)C=CC=N2)N2CCOCC2